ClC1=CC2=C(N=C(N=C2N2[C@H](CN(CC2)C#N)C)OC[C@H]2N(CCC2)C)N=C1C1=C(C=CC=C1O)F (3S)-4-(6-Chloro-7-(2-fluoro-6-hydroxyphenyl)-2-(((S)-1-methylpyrrolidin-2-yl)methoxy)pyrido[2,3-d]pyrimidin-4-yl)-3-methylpiperazine-1-carbonitrile